[Be].[Cu] copper-beryllium